2-[(3R)-5,5-difluoropiperidin-3-yl]-5,5-dimethyl-1λ6,2-thiazolidine-1,1-dione FC1(C[C@H](CNC1)N1S(C(CC1)(C)C)(=O)=O)F